C1(CC1)COC1C[C@H](N(CC1)CC1=C2C=CNC2=C(C=C1OC)C)C1=CC(=C(C(=O)O)C=C1)F 4-((2S)-4-(cyclopropylmethoxy)-1-((5-methoxy-7-methyl-1H-indol-4-yl)methyl)piperidin-2-yl)-2-fluorobenzoic acid